CN1C2=CC=CC=C2N(C=2C=CC=CC12)C=1C=C(C=CC1)C1=CC=C(C(=C1C1=CC(=CC=C1)N1C=2C=CC=CC2N(C2=CC=CC=C12)C)C1=CC=CC=C1)C1=CC(=CC=C1)N1C=2C=CC=CC2N(C2=CC=CC=C12)C 3,3''-bis(10-methylphenazin-5(10H)-yl)-6'-(3-(10-methylphenazin-5(10H)-yl)phenyl)-5'-phenyl-[1,1':2',1''-terphenyl]